[N+](=O)([O-])C=1C=CC2=C(C(NC3(CCCC3)O2)=O)C1 6-Nitrospiro[benzo[e][1,3]oxazine-2,1'-cyclopentane]-4(3H)-one